(2'S)-tert-butyl 2,3-dichloro-2'-methyl-spiro[4,5-dihydrothieno[2,3-C]pyran-7,4'-piperidine]-1'-carboxylate ClC1=C(C2=C(S1)C1(C[C@@H](N(CC1)C(=O)OC(C)(C)C)C)OCC2)Cl